ClC1=NN(C=C1NC=1N=CC2=C(N1)N(C=C2Cl)CC)C2CCN(CC2)C(C(C)(C)C)=O 1-(4-(3-chloro-4-(5-chloro-7-ethyl-7H-pyrrolo[2,3-d]pyrimidin-2-ylamino)-1H-pyrazol-1-yl)piperidin-1-yl)-2,2-dimethylpropane-1-one